(E)-3-(2-(Cyclopropylmethoxy)-6-isopropylpyridin-3-yl)-N-(2-oxo-2,3-dihydro-1H-benzo[d]imidazol-4-yl)acrylamid C1(CC1)COC1=NC(=CC=C1/C=C/C(=O)NC1=CC=CC=2NC(NC21)=O)C(C)C